3-(3-(4-(6-Bromopyridin-3-yl)phenyl)-4,5-dihydro-1H-pyrazol-5-yl)-2-chloro-7-ethoxyquinoline BrC1=CC=C(C=N1)C1=CC=C(C=C1)C1=NNC(C1)C=1C(=NC2=CC(=CC=C2C1)OCC)Cl